ethyl 5-amino-6-bromo-thieno[3,2-b]pyridine-2-carboxylate NC1=C(C=C2C(=N1)C=C(S2)C(=O)OCC)Br